ClC1=C(C=C(C(=O)N2CCN(CC2)C2=NC3=CC=CC=C3C(N2)=O)C=C1)OCC(C)C 2-[4-[4-Chloro-3-(2-methylpropoxy)benzoyl]piperazin-1-yl]-3H-quinazolin-4-one